NC=1SC2=C(C1C#N)C(=CC=C2F)C2=C1C(=C3C=CC(=NC3=C2Cl)OC[C@H]2CN(CCO2)C)COC1 2-Amino-4-[5-chloro-7-[[(2R)-4-methylmorpholin-2-yl]methoxy]-1,3-dihydrofuro[3,4-f]quinolin-4-yl]-7-fluoro-benzothiophene-3-carbonitrile